F[C@H]1C(NCC[C@H]1N1CCC2=C1N=NC(=C2)C2=CC1=C(N=C(O1)C)C=C2O)(C)C 6-{7-[(3R,4R)-3-fluoro-2,2-dimethylpiperidin-4-yl]-6,7-dihydro-5H-pyrrolo[2,3-c]pyridazin-3-yl}-2-methyl-1,3-benzoxazol-5-ol